ClC1=C(C=CC(=C1)C)NCC=1C=C(C(=O)N2CCN(CC2)CC2=NC3=C(N2CC2=CN=CN2CC)C=C(C=C3)C(=O)O)C=CC1 2-{[4-(3-{[(2-chloro-4-methylphenyl)amino]methyl}benzoyl)piperazin-1-yl]methyl}-1-[(1-ethyl-1H-imidazol-5-yl)methyl]-1H-1,3-benzodiazole-6-carboxylic acid